CN(C1CC2(CN(C2)C(=O)OC(C)(C)C)C1)S(N)(=O)=O tert-butyl 6-(methyl (sulfamoyl) amino)-2-azaspiro[3.3]heptane-2-carboxylate